1-(2,6-dichlorophenyl)-4-((6-(4-methyl-3H-indazol-3-ylidene)-1,6-dihydropyridin-3-yl)amino)-1H-pyrazole-3-carboxamide ClC1=C(C(=CC=C1)Cl)N1N=C(C(=C1)NC1=CNC(C=C1)=C1N=NC2=CC=CC(=C12)C)C(=O)N